P(=O)(O)(O)CC(C(=O)O)=O phosphono-pyruvic acid